(trifluoromethoxy)pyridin-2-amine-hydrochloride salt Cl.FC(OC=1C(=NC=CC1)N)(F)F